ClC=1C=C(NC2(CCC3(C(CC4=CC=CC=C34)C[C@H](CO)C)CC2)C(=O)OC)C=CC1 methyl (1r,4R)-4-(3-chloroanilino)-2'-[(2R)-3-hydroxy-2-methylpropyl]-2',3'-dihydrospiro[cyclohexane-1,1'-indene]-4-carboxylate